ClC1=C(C=CC=C1)C=1CCCC2=C(C1C1=CC=C(C=C1)OC1CN(C1)CCCF)C=C(C=C2F)F 8-(2-Chlorophenyl)-2,4-difluoro-9-(4-((1-(3-fluoropropyl)azetidin-3-yl)oxy)phenyl)-6,7-dihydro-5H-benzo[7]annulen